2,2-difluorobenzo[d][1,3]dioxole-4,6-d2-5-carbaldehyde FC1(OC2=C(O1)C=C(C(=C2[2H])C=O)[2H])F